6-Fluoro-1-(4-fluoro-3-(4-(pyrimidin-2-yl)piperazine-1-carbonyl)benzyl)quinazoline-2,4(1H,3H)-dione FC=1C=C2C(NC(N(C2=CC1)CC1=CC(=C(C=C1)F)C(=O)N1CCN(CC1)C1=NC=CC=N1)=O)=O